CC1(OB(OC1(C)C)C=1C=CC2=C(N=C(S2)C(C)N)C1)C (5-(4,4,5,5-tetramethyl-1,3,2-dioxaborolan-2-yl)benzo[d]thiazol-2-yl)ethanamine